2,3,5,6-tetrafluoro-benzyl alcohol FC1=C(CO)C(=C(C=C1F)F)F